FC1=C(C=CC2=C1N=C(S2)C)C(C)O 1-(4-fluoro-2-methylbenzo[d]thiazol-5-yl)ethan-1-ol